benzyl (1-(4-(2-aminoethyl)-2,5-difluorophenyl)-4-fluoropyrrolidin-3-yl)(methyl)carbamate NCCC1=CC(=C(C=C1F)N1CC(C(C1)F)N(C(OCC1=CC=CC=C1)=O)C)F